peroxy alcohol O(OO)O